[Na].C(C)N(CC)CC1=CC(=NN1C)S(=O)(=O)NC(NC1=C(C=C(C=C1C(C)C)F)C(C)C)=O 5-((Diethylamino)methyl)-N-((4-fluoro-2,6-diisopropylphenyl)carbamoyl)-1-methyl-1H-pyrazole-3-sulfonamide, sodium salt